6-(methylsulfonyl)-1-methyl-4-[4-(5-methyl-1,3-benzoxazol-2-yl)piperidin-1-yl]-2-oxo-1,2-dihydroquinoline-3-carbonitrile CS(=O)(=O)C=1C=C2C(=C(C(N(C2=CC1)C)=O)C#N)N1CCC(CC1)C=1OC2=C(N1)C=C(C=C2)C